5-bromo-1'-methylspiro[indoline-3,4'-piperidin]-2-one BrC=1C=C2C(=CC1)NC(C21CCN(CC1)C)=O